FC(C=1C=C(C=CC1)C1=CC=C(C=C1)[C@H]1[C@@H](C1)N[C@@H]1CC[C@H](CC1)N)(F)F (Trans)-N1-((1R,2S)-2-(3'-(trifluoromethyl)-[1,1'-biphenyl]-4-yl)cyclopropyl)cyclohexane-1,4-diamine